(((2-(4-Chloro-2-fluorophenyl)-2-methylbenzo[d][1,3]dioxol-4-yl)-2,5-diazabicyclo[4.2.0]octan-2-yl)methyl)-4-methoxy-1-(((S)-oxetan-2-yl)methyl)-1H-benzo[d]imidazole-6-carboxylic acid ClC1=CC(=C(C=C1)C1(OC2=C(O1)C=CC=C2C21N(CCNC1CC2)CC2=NC1=C(N2C[C@H]2OCC2)C=C(C=C1OC)C(=O)O)C)F